FC(OC1=C(C=C(C(=O)O)C=C1)\N=N\C1=C(C=CC=C1)C1=NC(=NC=C1)NC1=CC=C(C=C1)C(F)(F)F)(F)F (E)-4-(trifluoromethoxy)-3-((2-(2-((4-(trifluoromethyl)phenyl)amino)pyrimidin-4-yl)phenyl)diazenyl)benzoic acid